methyl (4R)-4-(tert-butoxycarbonylamino)-4-cyclopropyl-butanoate C(C)(C)(C)OC(=O)N[C@H](CCC(=O)OC)C1CC1